C(C)(C)(C)OC(=O)N1C[C@H](CC1)C(NC=1C=CC=C2C=CC=NC12)=O (3S)-3-(quinolin-8-ylcarbamoyl)pyrrolidine-1-carboxylic acid tert-butyl ester